N[C@H]1CN(CCC1)C(=O)C1=NN(C(=C1)C1=CC(=C(C#N)C=C1)F)C1=C(C=C(C=C1)N1C[C@H](CC1)OC)F 4-(3-((R)-3-Aminopiperidin-1-carbonyl)-1-(2-fluoro-4-((S)-3-methoxypyrrolidin-1-yl)phenyl)-1H-pyrazol-5-yl)-2-fluorobenzonitril